ClCCN1C=CC=C1 1-(2-Chloroethyl)pyrrole